C[C@H]([C@@H](C(=O)N[C@@H](CO)C(=O)O)N)O The molecule is a dipeptide formed from L-threonine and L-serine residues. It has a role as a metabolite. It derives from a L-threonine and a L-serine.